2-(4-((2-oxocyclopentyl)methyl)phenyl)propanoic acid O=C1C(CCC1)CC1=CC=C(C=C1)C(C(=O)O)C